Cl.N1(C=NC=C1)S(=O)(=O)N=[N+]=[N-] 1H-Imidazole-1-sulfonyl azide hydrochloride